O1N=C(N=C1)CCCN1CC(CC1)C1=CNC=2C=CC=C(C12)O 3-(1-(3-(1,2,4-oxadiazol-3-yl)propyl)pyrrolidin-3-yl)-1H-indol-4-ol